tert-butyl 6-((4-((5-cyclopropyl-1H-pyrazol-3-yl)amino)quinazolin-2-yl)amino)-3-azabicyclo[3.1.0]hexane-3-carboxylate C1(CC1)C1=CC(=NN1)NC1=NC(=NC2=CC=CC=C12)NC1C2CN(CC12)C(=O)OC(C)(C)C